BrC1=CC=C(C2=C1CC(O2)C)NC(=O)NC2=CC(=C(C=C2)CN2CCN(CC2)C)C(F)(F)F 1-(4-bromo-2-methyl-2,3-dihydrobenzofuran-7-yl)-3-(4-((4-methylpiperazin-1-yl)methyl)-3-(trifluoromethyl)phenyl)urea